COC1=C(C(=O)P(C2=C(C=CC(=C2)C)C)(C(C2=C(C=CC=C2OC)OC)=O)=O)C(=CC=C1)OC bis-(2,6-dimethoxybenzoyl)-2,5-dimethyl-phenyl-phosphine oxide